((2S)-2-methoxy-6-methylenetetrahydro-1H-pyrrolizin-7a(5H)-yl)methanol CO[C@H]1CC2(CC(CN2C1)=C)CO